1-(3-((tert-butyldimethylsilyl)oxy)propyl)-3-(4-(methoxycarbonyl)phenyl)cycloheptane-1-carboxylic acid [Si](C)(C)(C(C)(C)C)OCCCC1(CC(CCCC1)C1=CC=C(C=C1)C(=O)OC)C(=O)O